3-(tert-butyl)-N-(2-fluoro-4-(6-(4-methylpiperazin-1-yl)pyrazolo[1,5-a]pyrazin-4-yl)benzyl)-1,2,4-oxadiazole-5-carboxamide C(C)(C)(C)C1=NOC(=N1)C(=O)NCC1=C(C=C(C=C1)C=1C=2N(C=C(N1)N1CCN(CC1)C)N=CC2)F